2-hydroxy-1-[4-[4-(2-hydroxy-2-methylpropanoyl)benzyl]-phenyl]-2-methylpropan-1-one OC(C(=O)C1=CC=C(C=C1)CC1=CC=C(C=C1)C(C(C)(C)O)=O)(C)C